sulfonylethyl thioether S(=O)(=O)=CCSCC=S(=O)=O